S1C(=NC2=C1C=CC=C2)CN2N=C(C=1C(C2=O)=CSC1)CC(=O)O 2-(3-(benzo[d]thiazol-2-ylmethyl)-4-oxo-3,4-dihydrothieno[3,4-d]pyridazin-1-yl)acetic acid